p-Cyclohexylalanine C1CCC(CC1)N[C@@H](C)C(=O)O